2,3-dichloroanthraquinone ClC1=CC=2C(C3=CC=CC=C3C(C2C=C1Cl)=O)=O